Cl.N[C@@H]1CN(CC[C@H]1F)C1=CC(=NC=C1C=1C=NN(C1)C(F)F)NC1=NC(=C(C=C1)F)C1=C(C=CC=C1OC)F 4-((3R,4R)-3-amino-4-fluoropiperidin-1-yl)-5-(1-(difluoromethyl)-1H-pyrazol-4-yl)-N-(5-fluoro-6-(2-fluoro-6-methoxyphenyl)pyridin-2-yl)pyridin-2-amine hydrochloride